Benzhydryl alcohol C(C1=CC=CC=C1)(C1=CC=CC=C1)O